5-(3-Bromophenyl)-3-(3,4-dimethoxyphenyl)-1H-pyrazole BrC=1C=C(C=CC1)C1=CC(=NN1)C1=CC(=C(C=C1)OC)OC